Hafnium dimethyl-[6,6'-(pyridine-2,6-diylbis(benzo[b]thiophene-3,2-diyl))bis(2-((1r,3r,5s,7r)-3,5-dimethyladamantan-1-yl)-4-methylphenolate)] CC=1C(=C(C(=C(C1C1=C(C2=C(S1)C=CC=C2)C2=NC(=CC=C2)C=2C1=C(SC2C2=CC(=CC(=C2[O-])C23C[C@]4(C[C@](CC(C2)C4)(C3)C)C)C)C=CC=C1)[O-])C13C[C@]4(C[C@](CC(C1)C4)(C3)C)C)C)C.[Hf+4].CC=3C(=C(C(=C(C3C3=C(C4=C(S3)C=CC=C4)C4=NC(=CC=C4)C=4C3=C(SC4C4=CC(=CC(=C4[O-])C41C[C@]2(C[C@](CC(C4)C2)(C1)C)C)C)C=CC=C3)[O-])C31C[C@]2(C[C@](CC(C3)C2)(C1)C)C)C)C